NC=1N=CC(=NC1OC(C)C1=C(C(=CC=C1Cl)F)Cl)C=1C=C(C=CC1)C(=O)N1CCC(CC1)NC1CC1 (3-{5-amino-6-[1-(2,6-dichloro-3-fluoro-phenyl)-ethoxy]-pyrazin-2-yl}-phenyl)-(4-cyclopropylamino-piperidin-1-yl)-methanone